(3'-bromo-2,2'-dimethyl-[1,1'-biphenyl]-3-yl)-1-methyl-4,5,6,7-tetrahydro-1H-imidazo[4,5-c]pyridine-2-carboxamide BrC=1C(=C(C=CC1)C1=C(C(=CC=C1)C1NCCC2=C1N=C(N2C)C(=O)N)C)C